C(C)N1N=C(C=C1C1=NNC(=N1)C1=C2C=NN(C2=CC(=C1)C(=O)N)CCN1C[C@@H](CC1)OC)C 4-[3-(1-ethyl-3-methyl-1H-pyrazol-5-yl)-1H-1,2,4-triazol-5-yl]-1-{2-[(3R)-3-methoxypyrrolidin-1-yl]ethyl}-1H-indazole-6-carboxamide